3-Trifluoromethyl-4-Carboxyphenylboronic acid FC(C=1C=C(C=CC1C(=O)O)B(O)O)(F)F